P(=O)(OO[C@H](C(F)(F)F)C=1C(=C2C(=NN(C2=CC1)C)NC1=CC(=NC=C1C(=O)OC)NC(=O)C1CC1)OC)(OC)[O-].[Na+] Sodium (S)-(1-(3-((2-(cyclopropanecarboxamido)-5-(methoxycarbonyl) pyridin-4-yl) amino)-4-methoxy-1-methyl-1H-indazol-5-yl)-2,2,2-trifluoroethoxy) methyl phosphate